N1(CCOCC1)C(=O)C=1N=NN(C1)C1=CC=C(C=C1)C=1C=CC=C(C(=O)N)C1 5-(4-((morpholine-4-carbonyl)-1H-1,2,3-triazol-1-yl)phenyl)benzamide